1-(2-((3-(2-((1,5-dimethyl-1H-pyrazol-3-yl)amino)-5-methylpyrimidin-4-yl)-1H-indol-7-yl)amino)-2-oxoethyl)piperidin-4-yl methanesulfonate CS(=O)(=O)OC1CCN(CC1)CC(=O)NC=1C=CC=C2C(=CNC12)C1=NC(=NC=C1C)NC1=NN(C(=C1)C)C